4-hydroxy-D-glutamate OC(C[C@@H](N)C(=O)[O-])C(=O)[O-]